1,2-diazaspiro[2.3]hex-1-ene-5-carboxylic acid N1=NC12CC(C2)C(=O)O